cobalt manganese strontium silicate [Si]([O-])([O-])([O-])[O-].[Sr+2].[Mn+2].[Co+2]